1-(((1r,4r)-4-methoxycyclohexyl)methyl)piperidine-4-carbonitrile COC1CCC(CC1)CN1CCC(CC1)C#N